N-(2-methylpropyloxymethyl)acrylamide iron(III) citrate C(CC(O)(C(=O)[O-])CC(=O)[O-])(=O)[O-].[Fe+3].CC(COCNC(C=C)=O)C